(S)-N2-[1-(4-fluorophenyl)ethyl]-N4-(pyrazin-2-yl)-N6-(pyridin-3-ylmethyl)pyrimidine-2,4,6-triamine FC1=CC=C(C=C1)[C@H](C)NC1=NC(=CC(=N1)NC1=NC=CN=C1)NCC=1C=NC=CC1